FC=1C=C(COC=2C=C3N(C(N2)=O)CC24N3CC(C2)C4)C=CC1OC=1C=NC(=NC1)C(F)(F)F 3-((3-fluoro-4-((2-(trifluoromethyl)pyrimidin-5-yl)oxy)benzyl)oxy)-7,8-dihydro-1H,6H,9H-7,8a-methanopyrrolo[1',2':3,4]imidazo[1,2-c]pyrimidin-1-one